C(C=C)OC(=O)CC(C(CC(=O)OCC=C)C(=O)OCC=C)C(=O)OCC=C 1,2,3,4-butanetetracarboxylic acid tetraallyl ester